1-(4-(4-((2-fluoro-4-((2-(3-isopropyl-1H-pyrazol-1-yl)pyridin-4-yl)oxy)phenyl)amino)-7H-pyrrolo[2,3-d]pyrimidin-5-yl)piperidin-1-yl)prop-2-en-1-one FC1=C(C=CC(=C1)OC1=CC(=NC=C1)N1N=C(C=C1)C(C)C)NC=1C2=C(N=CN1)NC=C2C2CCN(CC2)C(C=C)=O